2-(benzofuran-3-yl)-1-(R)-(3-acetylbenzenesulphonamido)ethylboronic acid O1C=C(C2=C1C=CC=C2)C[C@H](NS(=O)(=O)C2=CC(=CC=C2)C(C)=O)B(O)O